C(C)OC1=C(C=C(C=C1)S(=O)(=O)N1CC(C1)CCCO)C1=NN2C(C(N1)=O)=C(N=C2CCC)C 2-(2-ethoxy-5-((3-(3-hydroxypropyl)azetidin-1-yl)sulfonyl)phenyl)-5-methyl-7-propyl-imidazo[5,1-f][1,2,4]triazin-4(3H)-one